[C@H]12N(C[C@H](NC1)C2)C=2C=CC(=NC2C)C(=O)NC 5-((1R,4R)-2,5-diazabicyclo[2.2.1]heptan-2-yl)-N,6-dimethylpicolinamide